3-[2-({8-fluoro-7-[7-fluoro-3-(methoxymethoxy)-8-[2-(triisopropylsilyl)ethynyl]naphthalen-1-yl]-2-methanesulfonylpyrido[4,3-d]pyrimidin-5-yl}(methyl)amino)ethyl]benzenesulfonic acid FC1=C(N=C(C2=C1N=C(N=C2)S(=O)(=O)C)N(CCC=2C=C(C=CC2)S(=O)(=O)O)C)C2=CC(=CC1=CC=C(C(=C21)C#C[Si](C(C)C)(C(C)C)C(C)C)F)OCOC